N-methyl-1-[6-[5-(6-methyl-2-pyridyl)-1H-imidazol-4-yl]-3-quinolyl]azetidin-3-amine CNC1CN(C1)C=1C=NC2=CC=C(C=C2C1)C=1N=CNC1C1=NC(=CC=C1)C